C1(=C(C=CC=C1)N1C(CCCC1)C1=NC=CC=C1)C N-tolyl-tetrahydro-bipyridine